(3R)-3-Cyano-N-[4-(3-cyanophenyl)-5-(2,6-dimethyl-4-pyridyl)thiazol-2-yl]piperazin-1-carboxamid C(#N)[C@H]1CN(CCN1)C(=O)NC=1SC(=C(N1)C1=CC(=CC=C1)C#N)C1=CC(=NC(=C1)C)C